OC[C@H](C1=CC=CC=C1)NC(=O)C1=CC2=C(N=C(S2)C2CCN(CC2)C)C=C1 (S)-N-(2-hydroxy-1-phenylethyl)-2-(1-methylpiperidin-4-yl)benzo[d]thiazole-6-carboxamide